C1NCCC2=CC=NC=C12 tetrahydro-2,7-naphthyridin